ClC=1C=C(C=CC1OC(C)C)COC=1C=C2CCC(=C(C2=CC1)C)CN1CC(C1)C(=O)O 1-({6-[(3-chloro-4-isopropoxyphenyl)methoxy]-1-methyl-3,4-dihydro-2-naphthyl}methyl)-3-azetidinecarboxylic acid